COC=1C=2N(C=C(C1)C1=C(C(=NN1)C1=NC=C(C(=C1)C)C1CCN(CC1)C1CCOCC1)CC(F)(F)F)N=CN2 8-methoxy-6-(3-(4-methyl-5-(1-(tetrahydro-2H-pyran-4-yl)piperidin-4-yl)pyridin-2-yl)-4-(2,2,2-trifluoroethyl)-1H-pyrazol-5-yl)-[1,2,4]triazolo[1,5-a]pyridine